2-(5-chloro-2-oxo-2,3-dihydro-1H-indol-1-yl)-N'-isonicotinoylacetohydrazide ClC=1C=C2CC(N(C2=CC1)CC(=O)NNC(C1=CC=NC=C1)=O)=O